CN1C[C@H]([C@@H](CC1)C=1SC2=C(N1)C=C(C=C2)[C@@H]2NC[C@H](CC2)C)C |o1:3,4| 2-[rel-(3S,4R)-1,3-dimethyl-4-piperidyl]-5-[(2R,5S)-5-methyl-2-piperidyl]-1,3-benzothiazole